C1(CCCC1)N1C(=CC2=C1N=C(N=C2)NC2=NC=C(C=C2)N2CCN(CC2)C[C@@H](CO)O)C(=O)O 7-cyclopentyl-2-{5-[4-((S)-2,3-dihydroxypropyl)-piperazin-1-yl]-pyridin-2-ylamino}-7H-pyrrolo[2,3-d]pyrimidine-6-carboxylic acid